6-(4-(4-methylpiperazin-1-yl)phenyl)isoindolin-1-one ethyl-4-(methoxymethyl)-5-(2-pyridylmethoxy)-9H-pyrido[3,4-b]indole-3-carboxylate C(C)OC(=O)C1=C(C2=C(NC3=CC=CC(=C23)OCC2=NC=CC=C2)C=N1)COC.CN1CCN(CC1)C1=CC=C(C=C1)C1=CC=C2CNC(C2=C1)=O